5-{2-oxaspiro[3.3]heptan-6-yl}-1H-pyrazol-3-amine C1OCC12CC(C2)C2=CC(=NN2)N